C1(=CC=CC=C1)C=1C=CC=2C=CC3=C(C=4C(O3)=C(C=CC4)N)C2C1C1=CC=CC=C1 Diphenylbenzo[b]naphtho[1,2-d]furan-8-amine